O1CCN(CC1)CCN1C(=CC2=CC=CC=C12)C(=O)O 1-(2-morpholinoethyl)-1H-indole-2-carboxylic acid